(5-isobutyl-3-(4-((2-methyl-1H-imidazol-1-yl)methyl)phenyl)thiophen-2-yl)sulfonyl-aminoFormic acid butyl ester C(CCC)OC(=O)NS(=O)(=O)C=1SC(=CC1C1=CC=C(C=C1)CN1C(=NC=C1)C)CC(C)C